(R)-2-(4-((1-ethylpiperidin-3-yl)amino)-5,7-dihydrofuro[3,4-d]pyridazin-1-yl)-5-(methyl-sulfonyl)phenol C(C)N1C[C@@H](CCC1)NC=1C2=C(C(=NN1)C1=C(C=C(C=C1)S(=O)(=O)C)O)COC2